FC=1C(=CC(=NC1)OC)C1=CC(=NN1COCC[Si](C)(C)C)C(=O)N1C2(CC2)CC(CC1)NC(=O)C1CCC(CC1)(C(F)(F)F)O N-[4-[5-(5-fluoro-2-methoxypyridin-4-yl)-1-[[2-(trimethylsilyl)ethoxy]methyl]pyrazole-3-carbonyl]-4-azaspiro[2.5]octan-7-yl]-4-hydroxy-4-(trifluoromethyl)cyclohexane-1-carboxamide